3-(2-((1-methyl-1H-pyrazol-4-yl)amino)pyrimidin-4-yl)-N-(oxetan-3-yl)-8-azabicyclo[3.2.1]oct-2-ene-8-carboxamide CN1N=CC(=C1)NC1=NC=CC(=N1)C1=CC2CCC(C1)N2C(=O)NC2COC2